5-acetoxybenzoxazolone C(C)(=O)OC=1C=CC2=C(NC(O2)=O)C1